(±)-methyl 4-(3-cyanotetrahydrofuran-3-yl)-3-fluoro-benzoate C(#N)[C@]1(COCC1)C1=C(C=C(C(=O)OC)C=C1)F |r|